4-((2-((3-chloro-4-fluorophenyl)(3,4-difluorophenyl)methyl)-1H-imidazol-4-yl)sulfonyl)-1-methylpiperidine ClC=1C=C(C=CC1F)C(C=1NC=C(N1)S(=O)(=O)C1CCN(CC1)C)C1=CC(=C(C=C1)F)F